ClC=1C(=NC(=NC1)N1CCC(CC1)(O)CN1CCN(CC1)C=1C=C2C(N(C(C2=CC1)=O)C1C(NC(CC1)=O)=O)=O)NC=1C=C2C=C(C(N(C2=CC1)C)=O)OCC(C)=O 5-(4-[[1-(5-chloro-4-[[1-methyl-2-oxo-3-(2-oxopropoxy)quinolin-6-yl]amino]pyrimidin-2-yl)-4-hydroxypiperidin-4-yl]methyl]piperazin-1-yl)-2-(2,6-dioxopiperidin-3-yl)isoindole-1,3-dione